benzyl (2S,4S)-2-(4-cyanophenyl)-4-(2-((tetrahydro-2H-pyran-2-yl)oxy) ethoxy)piperidine-1-carboxylate C(#N)C1=CC=C(C=C1)[C@H]1N(CC[C@@H](C1)OCCOC1OCCCC1)C(=O)OCC1=CC=CC=C1